C(C)(=O)OCCCCP(=O)(OC)OC1=C(C(=CC(=C1)CCCCC)OP(=O)(OC)CCCCOC(C)=O)C1=C(C=CC(=C1)C)C(=C)C 4-(((6-(((4-acetoxybutyl)(methoxy)phosphoryl)oxy)-5'-methyl-4-pentyl-2'-(prop-1-en-2-yl)-[1,1'-biphenyl]-2-yl)oxy)(methoxy)phosphoryl)butyl acetate